2-phenyl-4,6-bis(12-phenylindolo[2,3-a]carbazole-11-yl)-1,3,5-triazine C1(=CC=CC=C1)C1=NC(=NC(=N1)N1C2=CC=CC=C2C2=CC=C3C(=C12)N(C=1C=CC=CC13)C1=CC=CC=C1)N1C3=CC=CC=C3C3=CC=C2C(=C13)N(C=1C=CC=CC12)C1=CC=CC=C1